4-chloro-3-fluoro-2-(6-methoxypyrimidine-4-yl)aniline ClC1=C(C(=C(N)C=C1)C1=NC=NC(=C1)OC)F